BrC1=CC=C(C=C1)C12CNCC2C1(F)F 1-(4-bromophenyl)-6,6-difluoro-3-azabicyclo[3.1.0]hexane